7-(3-fluoro-2-methyl-4-nitrophenoxy)-3-methylimidazo[1,2-a]pyridine FC=1C(=C(OC2=CC=3N(C=C2)C(=CN3)C)C=CC1[N+](=O)[O-])C